4-acetyl-N-[2-hydroxy-3-(1,2,3,4-tetrahydro-isoquinolin-2-yl)propyl]piperazine C(C)(=O)N1CCN(CC1)CC(CN1CC2=CC=CC=C2CC1)O